4-[3-(2,3-dichlorophenyl)-5-(hydroxymethyl)-1H-pyrazolo[3,4-b]pyrazin-6-yl]-N-(4-fluorophenyl)piperazine ClC1=C(C=CC=C1Cl)C1=NNC2=NC(=C(N=C21)CO)N2CCN(CC2)C2=CC=C(C=C2)F